5-[(4-hydroxyphenyl)azo]isophthalic acid OC1=CC=C(C=C1)N=NC=1C=C(C=C(C(=O)O)C1)C(=O)O